COC(=O)C1=CN(C(=C1C)C(C(=O)OCC)=O)C 5-(2-ethoxy-2-oxoacetyl)-1,4-dimethyl-1H-pyrrole-3-carboxylic acid methyl ester